[2-(Cyclopropanecarbonylamino)-6-[2-[[(1S,2S)-2-hydroxycyclopentoxy]methyl]pyrimidin-5-yl]-1,3-benzothiazol-7-yl] trifluoromethanesulfonate FC(S(=O)(=O)OC1=C(C=CC=2N=C(SC21)NC(=O)C2CC2)C=2C=NC(=NC2)CO[C@@H]2[C@H](CCC2)O)(F)F